FC=1C=C(C=NC1)C=1C(=NN(C1C)C)C=O (4-(5-fluoropyridin-3-yl)-1,5-dimethyl-1H-pyrazol-3-yl)methanone